C[N@@]1C(C1)S(=O)(=O)N1CCC1 1-(((S)-1-methylaziridin-2-yl)sulfonyl)azetidine